Cl.N[C@H]1CN(CCC1)S(=O)(=O)C1=CC=C(CN2CCC3(CN(C3)C3=NC=NC=C3OC3=C(C(=O)N(C(C)C)C(C)C)C=C(C=C3)F)CC2)C=C1 (R)-2-((4-(7-(4-((3-aminopiperidin-1-yl)sulfonyl)benzyl)-2,7-Diazaspiro[3.5]nonan-2-yl)pyrimidin-5-yl)oxy)-5-fluoro-N,N-diisopropylbenzamide hydrochloride